FC(C)(F)C1=NC(=NC(=C1)OC)N1N=C(C=2C=NC(=CC21)CC(=O)N)N2CCN(CC2)C (1-(4-(1,1-difluoroethyl)-6-methoxypyrimidin-2-yl)-3-(4-methylpiperazin-1-yl)-1H-pyrazolo[4,3-c]pyridin-6-yl)acetamide